C1(=CC=CC=C1)P(=O)([O-])C1=CC=CC=C1 Diphenylhypophosphite